2-(2-methoxyphenyl)-N-{3-sulfamoyl-4-[4-(trifluoromethyl)-1H-pyrazol-1-yl]phenyl}acetamide COC1=C(C=CC=C1)CC(=O)NC1=CC(=C(C=C1)N1N=CC(=C1)C(F)(F)F)S(N)(=O)=O